C(#N)C1CN(CCC1)C=1N=C(C2=C(C=NNC2=O)N1)NC1=CC=C(C=C1)N1CCCCC1 1-(4-((2-(3-Cyanopiperidin-1-yl)-5-oxo-5,6-dihydropyrimido[4,5-d]pyridazin-4-yl)amino)phenyl)piperidin